(3R,7R)-2-(4-chloro-3-(trifluoromethyl)benzoyl)-9-((S*)-1-(2-(difluoromethoxy)pyridin-4-yl)ethyl)-3,7-dimethyl-1,2,3,4,8,9-hexahydropyrido[4',3':3,4]pyrazolo[1,5-a]pyrazin-10(7H)-one ClC1=C(C=C(C(=O)N2CC=3C(=NN4C3C(N(C[C@H]4C)[C@@H](C)C4=CC(=NC=C4)OC(F)F)=O)C[C@H]2C)C=C1)C(F)(F)F |o1:19|